C(C)(C)(C)N[C@H]1CN(CC1)C=1N=NC(=CC1)I (3R)-N-tert-butyl-1-(6-iodopyridazin-3-yl)pyrrolidin-3-amine